6,10-diazaspiro[4.5]decane C1CCCC12NCCCN2